sodium 1-butene-2-olate C=C(CC)[O-].[Na+]